beta-cyano-4-methyl-cinnamic acid C(#N)C(=CC(=O)O)C1=CC=C(C=C1)C